FC=1C(=NC=C(C1)F)CNC(=O)C1=CN=C(S1)N1CCC(CC1)N1C[C@@H](CCC1)CCC |r| rac-N-[(3,5-difluoropyridin-2-yl)methyl]-2-(3-propyl-[1,4'-bipiperidine]-1'-yl)-1,3-thiazole-5-carboxamide